C(CCCCCCC(=O)O[C@@H](COP1(OCCO1)=O)COC(CCCCCCCCCCCCCCC)=O)(=O)OC(CCCCCCCC)CCCCCCCC (R)-1-(heptadecan-9-yl) 8-(1-((2-oxido-1,3,2-dioxaphospholan-2-yl)oxy)-3-(palmitoyloxy)propan-2-yl) octanedioate